(E)-methyl 2-benzyl-2-((3,5-bis(trifluoromethyl) benzylidene) amino)-3-bromopropionate C(C1=CC=CC=C1)C(C(=O)OC)(CBr)/N=C/C1=CC(=CC(=C1)C(F)(F)F)C(F)(F)F